OCC[NH-] 2-hydroxy-ethyl-amide